2-(2,2,2-trifluoroethoxy)isonicotinic acid FC(COC=1C=C(C(=O)O)C=CN1)(F)F